B(O)(O)C=1C=C(C=C(C1)C(F)F)S(=O)(C1=CC(=CC(=C1)C(F)F)B(O)O)=NCC(=O)O 2-((Bis(3-borono-5-(difluoromethyl)phenyl)(oxo)-λ6-sulfanylidene)amino)acetic acid